BrC1=C2C=NNC2=CC=C1 4-Bromo-1H-indazole